C1(CCC1)N1C=C(C(=CC1=O)NC1[C@@H]2CN(C[C@H]12)C)C(=O)N[C@H](C)C1=C(C(=CC=C1)C(F)F)F 1-cyclobutyl-N-((R)-1-(3-(difluoromethyl)-2-fluorophenyl)ethyl)-4-(((1R,5s,6s)-3-methyl-3-azabicyclo[3.1.0]hex-6-yl)amino)-6-oxo-1,6-dihydropyridine-3-carboxamide